2-(5-bromo-3-methoxypyridin-2-yl)-7-(2,2,6,6-tetramethyl-1,2,3,6-tetrahydropyridin-4-yl)imidazo[1,2-a]pyrimidine BrC=1C=C(C(=NC1)C=1N=C2N(C=CC(=N2)C=2CC(NC(C2)(C)C)(C)C)C1)OC